6-([1,1'-biphenyl]-4-yl)-3-iminooctahydroimidazo[1,5-a]pyridin-6-ol C1(=CC=C(C=C1)C1(CCC2N(C1)C(NC2)=N)O)C2=CC=CC=C2